C(C1=CC=CC=C1)OCC1(CC1)S(=O)[O-].[Na+] sodium 1-((benzyloxy)methyl)cyclopropane-1-sulfinate